NC=1C=NC=C(C1)B1OC(C)(C)C(C)(C)O1 3-aminopyridine-5-boronic acid pinacol ester